[C@H]1([C@H](O)[C@@H](O)[C@H](O)[C@H](O1)CO)OC[C@@H]1[C@@H]([C@@H]([C@H](C(O)O1)O)O)O α-D-glucopyranosyl-(1→6)-D-galactopyranose